(Z)-5-((6-chloro-2-methyl-2H-indazol-5-yl)imino)-2-((1-methyl-1H-1,2,4-triazol-3-yl)methyl)-6-(2,4,5-trifluorobenzyl)-4,5-dihydro-1,2,4-triazin-3(2H)-one ClC=1C(=CC2=CN(N=C2C1)C)\N=C\1/NC(N(N=C1CC1=C(C=C(C(=C1)F)F)F)CC1=NN(C=N1)C)=O